C(C1=CC=CC=C1)OC1=CC(=C(C=2C=CCCC12)C(=O)O)C 4-(benzyloxy)-2-methyl-5,6-dihydronaphthalene-1-carboxylic acid